S(=O)(=O)(O)O.OCCNC1=CC=C(C=C1)NCCO bis[2-hydroxyethyl]-p-phenylene-di-amine sulfate